C1(CC1)N(C1CCCC1)CC1(CN(C1)C(=O)C1=C(C(=C(C=C1)F)F)NC1=C(C=C(C=C1)I)F)O N-cyclopropyl-1-({[1-({3,4-difluoro-2-[(2-fluoro-4-iodophenyl)amino]Phenyl}carbonyl)-3-hydroxyazetidin-3-yl]Methyl}amino)cyclopentane